2-({4-[2-(4-chloro-2-fluorophenyl)-2-methyl-2H-1,3-benzodioxol-4-yl]piperidin-1-yl}methyl)-5-[5-(difluoromethyl)-4H-1,2,4-triazol-3-yl]-3-methylpyridine ClC1=CC(=C(C=C1)C1(OC2=C(O1)C=CC=C2C2CCN(CC2)CC2=NC=C(C=C2C)C2=NN=C(N2)C(F)F)C)F